1-ethyl-3-(3-dimethylaminopropyl)carbodiimide methyl iodide salt CI.C(C)N=C=NCCCN(C)C